CSC1=CC=C(C=C1)[C@@H]([C@H](CO)N)O (1S,2S)-(+)-2-amino-1-[4-(methylthio)phenyl]-1,3-propanediol